Acetic acid (2R,3R,4R,5S)-3,4,5-triacetoxy-6-[3-(2,3-dihydro-benzo[1,4]dioxin-6-ylmethyl)-4-ethyl-phenyl]-tetrahydro-pyran-2-ylmethyl ester C(C)(=O)O[C@@H]1[C@H](OC([C@@H]([C@H]1OC(C)=O)OC(C)=O)C1=CC(=C(C=C1)CC)CC1=CC2=C(OCCO2)C=C1)COC(C)=O